C(C)(C)C1=C(C(=CC(=C1)C(C1=CC=CC=C1)C1=CC=CC=C1)C(C)C)C1=C(C(=CC=C1OC)OC)I 2,6-diisopropyl-4-(benzhydryl)-2'-iodo-3',6'-dimethoxybiphenyl